2,4,8,11-Tetradecatetraenamide C(C=CC=CCCC=CCC=CCC)(=O)N